[As]([O-])(O)(O)=O.[NH4+] monoammonium arsenate